3,5-difluoromethyl-2-methylsulfanyl-pyrido[4,3-d]pyrimidine FCN1C(N=C2C(=C1)C(=NC=C2)CF)SC